CC1CC(C1)(C1=NN=CN1C)C=1C=C(C=CC1)NC(=O)C1=CC(=C2C(=N1)C=CN2)C=C N-(3-((1s,3s)-3-methyl-1-(4-methyl-4H-1,2,4-triazol-3-yl)cyclobutyl)phenyl)-7-vinyl-1H-pyrrolo[3,2-b]pyridine-5-carboxamide